PHOSPHIN OXIDE [PH3]=O